2-(6-bromo-3,4-dihydro-2H-quinolin-1-yl)acetic acid ethyl ester C(C)OC(CN1CCCC2=CC(=CC=C12)Br)=O